[N+](=O)([O-])C1=CC=C(C=C1)NC(C=C)=O N-4-Nitrophenylacrylamid